C1(=CC=CC=C1)[Si](OCCC)(OCCC)OCCC phenyl-tris(n-propoxy)silane